ClC1=CC=C(C=C1)C#CCN(S(=O)(=O)C1=CC=C(C=C1)C)CC#CC1C=CC=CC=C1 N-[1-(4-chlorophenyl)prop-1-yn-3-yl]-N-[1-(cyclohepta-2,4,6-trienyl)prop-1-yn-3-yl]-4-methylbenzenesulfonamide